C(C=C)O\N=C\1/C(C=2C(=NC=NC2C2=C1C=C(C=C2)O[C@@H]2CC[C@H](CC2)N)N)(C)C (6E)-6-allyloxyimino-8-(trans-4-aminocyclohexyloxy)-5,5-dimethyl-benzo[h]quinazolin-4-amine